C[C@@H]1N(C[C@@H](C1)OC=1C=CC=C2C=NN(C12)C)CC1=CN=C(S1)NC(C)=O N-(5-(((2S,4R)-2-methyl-4-((1-methyl-1H-indazol-7-yl)oxy)pyrrolidin-1-yl)methyl)thiazol-2-yl)acetamide